4-((2-(4-methylpiperazin-1-yl)ethyl)oxy)aniline CN1CCN(CC1)CCOC1=CC=C(N)C=C1